gallium oxide magnesium zinc [Zn+2].[Mg+2].[O-2].[Ga+3]